(S)-6-(4-(4-fluorophenyl)-1-(2-hydroxypropyl)-1H-imidazol-5-yl)imidazo[1,2-a]pyridine-3-carbonitrile FC1=CC=C(C=C1)C=1N=CN(C1C=1C=CC=2N(C1)C(=CN2)C#N)C[C@H](C)O